7-fluoro-1-naphthonitrile FC1=CC=C2C=CC=C(C2=C1)C#N